3-(1-benzyl-pyrazol-4-yl)-4-oxo-2,3-dihydropyridine-1-carboxylic acid benzyl ester C(C1=CC=CC=C1)OC(=O)N1CC(C(C=C1)=O)C=1C=NN(C1)CC1=CC=CC=C1